Cl.FC1([C@H]2CC(C[C@@H]12)N)F (1R,3s,5S)-6,6-difluoro-bicyclo[3.1.0]hexane-3-amine hydrochloride